[C@@H]1([C@H](O)[C@@H](O)[C@H](O)[C@H](O1)CO)O[C@@H](C=O)[C@H](O)[C@@H](O)[C@@H](O)C 2-O-β-D-Glucopyranosyl-L-rhamnose